C(C)OC(CCC=1C=C(C=NC1)C)=O 5-(3-Ethoxy-3-oxopropyl)-3-methylpyridine